O=C1NCC2=CC=C(C=C12)C(=O)[O-] 3-oxoisoindoline-5-carboxylate